C[C@@]1(N(CCC1)S(=O)(=O)C1=C(C=C(C=C1)C)OCC[C@H](CCNC1CCC(CC1)(F)F)C)C(=O)O methyl-((2-(((S)-5-((4,4-difluorocyclohexyl)amino)-3-methylpentyl)oxy)-4-methylphenyl)sulfonyl)-L-proline